(1-((methanesulfonyl)oxy)propane-2-oxy)azetidine-1-carboxylate CS(=O)(=O)OCC(C)OC1N(CC1)C(=O)[O-]